2-(6-{5-chloro-2-[(oxan-4-yl)amino]pyrimidin-4-yl}-1-oxo-2,3-dihydro-1H-isoindol-2-yl)-N-[1-(1-methyl-1H-pyrazol-4-yl)ethyl]acetamide ClC=1C(=NC(=NC1)NC1CCOCC1)C1=CC=C2CN(C(C2=C1)=O)CC(=O)NC(C)C=1C=NN(C1)C